methyl (2S,3S)-2-((2-((tert-butoxycarbonyl)amino)-3-chlorophenyl)(methyl)carbamoyl)-5-oxopyrrolidine-3-carboxylate C(C)(C)(C)OC(=O)NC1=C(C=CC=C1Cl)N(C(=O)[C@H]1NC(C[C@@H]1C(=O)OC)=O)C